tert-butyl ((6-bromo-5-(difluoromethoxy)-1-tosyl-1H-indol-2-yl)methyl)carbamate BrC1=C(C=C2C=C(N(C2=C1)S(=O)(=O)C1=CC=C(C)C=C1)CNC(OC(C)(C)C)=O)OC(F)F